CN1CCC(CC1)C(=O)OCCOCCOCCOCCOCCN(CCCCCCCC)C(C(COCCCCCCOC(C(CCCCCC)CCCC)=O)OCCCCCCOC(C(CCCCCC)CCCC)=O)=O 2-[2-[2-[2-[2-[2,3-bis[6-(2-butyloctanoyloxy)hexoxy]propanoyl-octyl-amino]ethoxy] ethoxy]ethoxy]ethoxy]ethyl 1-methylpiperidine-4-carboxylate